[Co].CC1=C(N)C(=CC(=C1)C)C 2,4,6-trimethylaniline cobalt